2-[(4S)-4-[[6-oxo-5-(trifluoromethyl)-1-(2-trimethylsilylethoxymethyl)pyridazin-4-yl]amino]pentyl]isoquinolin-1-one O=C1C(=C(C=NN1COCC[Si](C)(C)C)N[C@H](CCCN1C(C2=CC=CC=C2C=C1)=O)C)C(F)(F)F